1-hydroxy-4-methyl-6-(methyl-cyclohexyl)2-pyridone ON1C(C=C(C=C1C1(CCCCC1)C)C)=O